CCCCCCCCCCCCCCCC(=O)OCC(COP(=O)([O-])OCCNS(=O)(=O)C1=CC(=C(C=C1)C2=C3C=C4CCC[N+]5=C4C(=C3OC6=C2C=C7CCCN8C7=C6CCC8)CCC5)S(=O)(=O)[O-])OC(=O)CCCCCCCCCCCCCCC The molecule is an anionic fluorescent dye consisting of an organic heteroheptacyclic moiety conjugated to a phosphatidylethanolamine group via a sulphonamide bond. It has a role as a fluorochrome. It is an organic heteroheptacyclic compound, an organosulfonate oxoanion and a phosphatidylethanolamine.